21-hydroxy-pregna-4-ene-3,20-dione OCC([C@H]1CC[C@H]2[C@@H]3CCC4=CC(CC[C@]4(C)[C@H]3CC[C@]12C)=O)=O